7-androstenedione C[C@@]12C(=O)CC[C@H]1C1=CCC3CC(=O)CC[C@]3(C)[C@H]1CC2